C1(=CC=CC=2C3=CC=CC=C3CC12)[Ti](C)(C)NC(C)(C)C fluorenyl-t-butylamino-dimethyl-titanium